N1(CCC1)C1=C(C(=O)O)C=CC=N1 azacyclobutyl-nicotinic acid